FC1=C(C(=CC(=C1)F)OC)C1=NC=CC2=C1CN(C2=O)C2=NC(=CC(=C2)C)N2CCNCC2 4-(2,4-difluoro-6-methoxyphenyl)-2-(4-methyl-6-(piperazin-1-yl)pyridin-2-yl)-2,3-dihydro-1H-pyrrolo[3,4-c]pyridin-1-one